C(CCCCCCCC)#N Nonanenitrile